7-Methoxycarbonyl-4-fluorobenzofuran COC(=O)C1=CC=C(C=2C=COC21)F